C(C1=CC=CC=C1)OC(=O)N1C(N(C(C1)CO)C)=C=O 4-hydroxymethyl-3-methyl-2-carbonylimidazolidine-1-carboxylic acid benzyl ester